C(N)(=O)C1=C(C2=C(C(=N1)C=1C=C3CCN(CC3=CC1)C(=O)OC(C)(C)C)CCC2)C2=C(C=C(C=C2)F)OC tert-butyl 6-[3-carbamoyl-4-(4-fluoro-2-methoxy-phenyl)-6,7-dihydro-5H-cyclopenta[c]pyridin-1-yl]-3,4-dihydro-1H-isoquinoline-2-carboxylate